FC1=C(C(=CC(=C1)N1CC(C1)O)F)C1C(N(C(CC1)=O)COCC[Si](C)(C)C)=O 3-(2,6-difluoro-4-(3-hydroxyazetidin-1-yl)phenyl)-1-((2-(trimethylsilyl)ethoxy)methyl)piperidine-2,6-dione